methyl-d3-ammonium chloride [Cl-].C([2H])([2H])([2H])[NH3+]